2-(2,6-dioxomorpholino)acetic acid O=C1OC(CN(C1)CC(=O)O)=O